2-Hydroxy-1,4-Naphthalenediol OC1=C(C2=CC=CC=C2C(=C1)O)O